(S)-N-(6-(1H-pyrazol-4-yl)isoquinolin-3-yl)piperidine-3-carboxamide N1N=CC(=C1)C=1C=C2C=C(N=CC2=CC1)NC(=O)[C@@H]1CNCCC1